2-((2-chloro-6-methoxyphenyl)sulfonyl)-1-(4-(5-(chlorodifluoromethyl)-1,2,4-oxadiazol-3-yl)phenyl)ethan-1-one ClC1=C(C(=CC=C1)OC)S(=O)(=O)CC(=O)C1=CC=C(C=C1)C1=NOC(=N1)C(F)(F)Cl